N1(CCC1)C(=O)C=1C=C2C(=NC1)N(C=N2)CC2=CC1=C(OC(CO1)C=1C=NC(=CC1)OC)C(=C2)OC azetidin-1-yl(3-((8-methoxy-2-(6-methoxypyridin-3-yl)-2,3-dihydrobenzo[b][1,4]dioxin-6-yl)methyl)-3H-imidazo[4,5-b]pyridin-6-yl)methanone